C(C)(=O)N1CC(C1)CN1N=C2C3=C(CCC2=C1)OC(=C3C)C(=O)NC[C@H]3OCCC3 2-[(1-Acetylazetidin-3-yl)methyl]-8-methyl-N-[(2S)-tetrahydrofuran-2-ylmethyl]-4,5-dihydro-2H-furo[2,3-g]indazole-7-carboxamide